COC=1C=C(C=CC1[N+](=O)[O-])N1C(COCC1)=O 4-(3-methoxy-4-nitrophenyl)morpholin-3-one